racemic-(Z)-3-((3-butyl-7-(ethylthio)-2-methyl-1,1-dioxido-5-phenyl-2,3,4,5-tetrahydro-1,2,5-benzothiadiazepin-8-yl)oxy)-2-fluoroacrylic acid C(CCC)C1N(S(C2=C(N(C1)C1=CC=CC=C1)C=C(C(=C2)O\C=C(\C(=O)O)/F)SCC)(=O)=O)C